4-bromo-3-hydroxybenzonitrile BrC1=C(C=C(C#N)C=C1)O